NC=1C2=C(N=CN1)N(C(=C2C2=CC=C(C=C2)OC2=NC=CC=N2)C2CN(CC2)C(=O)OC(C)(C)C)C tert-butyl 3-{4-amino-7-methyl-5-[4-(pyrimidin-2-yloxy)phenyl]-7H-pyrrolo[2,3-d]pyrimidin-6-yl}pyrrolidine-1-carboxylate